FC1=C(C(=O)NC)C=C(C(=C1)OC)NCC#CC=1N=C2N(C=CC=C2N[C@H]2[C@H](CN(CC2)C)F)C1SC(F)(F)F 2-fluoro-5-((3-(8-(((3S,4R)-3-fluoro-1-methylpiperidin-4-yl)amino)-3-((trifluoromethyl)thio)imidazo[1,2-a]pyridin-2-yl)prop-2-yn-1-yl)amino)-4-methoxy-N-methylbenzamide